COC(C1=C(C(=CC(=C1)I)C1CCC1)CC)=O cyclobutyl-2-ethyl-5-iodobenzoic acid methyl ester